N-(4-(1-(2-hydroxyethyl)-3-phenyl-1H-pyrazol-4-yl)-7-methoxypyrido[3,2-d]pyrimidin-6-yl)-1-(trifluoromethyl)-1H-pyrazole-4-carboxamide OCCN1N=C(C(=C1)C=1C2=C(N=CN1)C=C(C(=N2)NC(=O)C=2C=NN(C2)C(F)(F)F)OC)C2=CC=CC=C2